FC1=CC=C(C=C1)NC1=NC=C(C(=N1)NC1=C2CCNC(C2=CC=C1)=O)C(=O)N 2-[(4-fluorophenyl)amino]-4-[(1-oxo-1,2,3,4-tetrahydroisoquinolin-5-yl)amino]pyrimidine-5-carboxamide